OC(CC1=NSC(=N1)NC(=O)C1=COC(=C1)C1=CC(=CC=C1)C(F)(F)F)C N-(3-(2-hydroxypropyl)-1,2,4-thiadiazol-5-yl)-5-(3-(trifluoromethyl)phenyl)furan-3-carboxamide